N-[(1S)-1-[6-(difluoromethyl) pyridin-3-yl]-3-hydroxypropyl]-N-hydroxycarbamate FC(C1=CC=C(C=N1)[C@H](CCO)N(C([O-])=O)O)F